(1S,2R)-2-((R)-5H-Imidazo[5,1-a]isoindol-5-yl)spiro[3.3]heptan-1-ol C=1N=CN2C1C1=CC=CC=C1[C@H]2[C@@H]2[C@@H](C1(C2)CCC1)O